3-(4-Acetylaminocyclohexen-1-yl)-1-(carbobenzoxysulfamoyl)pyrrole-2-carboxylic acid benzyl ester C(C1=CC=CC=C1)OC(=O)C=1N(C=CC1C1=CCC(CC1)NC(C)=O)S(NC(=O)OCC1=CC=CC=C1)(=O)=O